pyrrole cobalt [Co].N1C=CC=C1